NC=1C=C(C=CC1C(=O)O)C=1SC2=C(N1)C=CC=C2 2-(3-amino-4-carboxyphenyl)benzothiazole